Benzyl 8,8-difluoro-2-(2-((1-(methylsulfonyl)piperidin-4-yl)amino)-6-(trifluoromethyl)quinazolin-8-yl)-2,6-diazaspiro[3.4]octane-6-carboxylate FC1(CN(CC12CN(C2)C=2C=C(C=C1C=NC(=NC21)NC2CCN(CC2)S(=O)(=O)C)C(F)(F)F)C(=O)OCC2=CC=CC=C2)F